BrC1=C(C=C(C=C1)CN(C(=O)C=1C=NC(=CC1)C(F)(F)F)C=1C(=NC=CC1)S(=O)(=O)C)[N+](=O)[O-] N-[(4-bromo-3-nitrophenyl)methyl]-N-(2-methanesulfonylpyridin-3-yl)-6-(trifluoromethyl)pyridine-3-carboxamide